ClC1=C(C(=CC=C1)Cl)NC=1C2=C(N=CN1)C=NC(=C2)OC2CCN(CC2)C(C=C)=O 1-(4-((4-((2,6-dichloro-phenyl)amino)pyrido[3,4-d]pyrimidin-6-yl)oxy)-piperidin-1-yl)prop-2-en-1-one